3-Heptadecylbenzene C(CCCCCCCCCCCCCCCC)C=1C=CC=CC1